C1(CC1)C1=C(C(=NO1)C1=C(C=NC=C1Cl)Cl)/C=C/C1CC2(CN(C2)C=2C=C3C(=CC(=NC3=CC2)C(=O)O)OC)C1 (E)-6-(6-(2-(5-cyclopropyl-3-(3,5-dichloropyridin-4-yl)isoxazol-4-yl)vinyl)-2-azaspiro[3.3]hept-2-yl)-4-methoxyquinoline-2-carboxylic acid